O=C1CN(CCN1)C(CC(CC1=C(C=C(C(=C1)F)F)F)=O)=O (3-Oxopiperazin-1-yl)-4-(2,4,5-trifluorophenyl)butane-1,3-dione